((1R,4R,7R)-7-amino-2-azabicyclo[2.2.1]hept-2-yl)(2-(3-cyclopropyl-2,3-dihydro-1H-pyrrolo[1,2,3-de]quinoxalin-5-yl)-7-fluoro-1-methyl-1H-benzo[d]imidazol-5-yl)methanone N[C@H]1[C@@H]2N(C[C@H]1CC2)C(=O)C2=CC1=C(N(C(=N1)C1=CC=3C=4N1C(CNC4C=CC3)C3CC3)C)C(=C2)F